3-METHYL-4-ISOXAZOLECARBOXYLIC ACID CC1=NOC=C1C(=O)O